FC(CC(=C)C1CC=C(C(C1)=O)C)F 1,1-difluoro-3-(4-methyl-5-oxocyclohex-3-en-1-yl)but-3-en